tert-butyl N-[(2S)-5-(2-amino-1H-imidazol-1-yl)-1-{[(1S)-2,2-dimethyl-1-(methylcarbamoyl)propyl]carbamoyl}pentan-2-yl]carbamate NC=1N(C=CN1)CCC[C@@H](CC(N[C@@H](C(C)(C)C)C(NC)=O)=O)NC(OC(C)(C)C)=O